OC(COC(C1=CC=CC=C1)=O)C(C(CO)O)O.CS(=O)(=O)NC1=CC=CC=C1 (methylsulfonyl)aniline 2,3,4,5-tetrahydroxypentyl-benzoate